FC1=C(/C=C/C=2OC=C(N2)COC2=CC=C(C=C2)CCCCN2N=NC(=C2)CN2CCS(CC2)(=O)=O)C=CC(=C1)C(F)(F)F (E)-4-((1-(4-(4-((2-(2-fluoro-4-(trifluoromethyl)styryl)oxazol-4-yl)methoxy)phenyl)butyl)-1H-1,2,3-triazol-4-yl)methyl)thiomorpholine 1,1-dioxide